3-fluoro-4-(4-methoxyphenyl)-2-phenylbenzofuro[3,2-b]pyridine FC=1C(=C2C(=NC1C1=CC=CC=C1)C1=C(O2)C=CC=C1)C1=CC=C(C=C1)OC